N1(CC1)CCOC1=CC=C(C=C1)CCN 2-(4-(2-(aziridin-1-yl)ethoxy)phenyl)ethylamine